2-(1H-imidazol-1-yl)-N-((1r,4r)-4-(2-(methylamino)ethoxy)cyclohexyl)-5H-pyrrolo[3,2-d]pyrimidine-4-carboxamide N1(C=NC=C1)C=1N=C(C2=C(N1)C=CN2)C(=O)NC2CCC(CC2)OCCNC